ClC1=CC=C(C=C1)N1C(C=CC1=O)=O N-(p-chlorophenyl)-maleimide